[C@@H]1([C@H](O)[C@H](O)[C@@H](C)O1)N1C=NC=2C(N)=NC=NC12 5'-deoxyadenosin